Cl.F[C@H]1COCC[C@H]1N (3R,4R)-3-fluorooxan-4-amine hydrochloride